6-hydroxy-benzo[c][1,6]naphthyridine OC1=NC2=CC=NC=C2C2=C1C=CC=C2